C1(CC1)N(C1=C(C(=NC=N1)NCC1=CC=C(C=C1)CC(=O)N)F)CC=1N=NC(=CC1)C(F)(F)F 2-[4-[[[6-[cyclopropyl-[[6-(trifluoromethyl)pyridazin-3-yl]methyl]amino]-5-fluoro-pyrimidin-4-yl]amino]methyl]phenyl]acetamide